dicarboxyl-dimethylammonium chloride [Cl-].C(=O)(O)[N+](C)(C)C(=O)O